3,4,4-trifluorobut-3-en-1-yl 2-(5-methyl-3-(trifluoromethyl)-1H-pyrazol-1-yl)acetate CC1=CC(=NN1CC(=O)OCCC(=C(F)F)F)C(F)(F)F